ClC=1C=C(C=CC1)C=1C(=CC=CC1N1CC(C1)OC1=CC=C(C=C1)NC(=O)NC=1C=NC=CC1)C(=O)O 3'-chloro-6-(3-(4-(3-(pyridin-3-yl)ureido)phenoxy)azetidin-1-yl)-[1,1'-biphenyl]-2-carboxylic acid